NC1=C(C=C(C#N)C=C1)NC[C@@]1(CC2(OCCO2)CC[C@H]1O[Si](C1=CC=CC=C1)(C1=CC=CC=C1)C(C)(C)C)C |r| rac-4-amino-3-((((7S,8R)-8-((tert-butyldiphenylsilyl)oxy)-7-methyl-1,4-dioxaspiro[4.5]decan-7-yl)methyl)amino)benzonitrile